piperazin-1-yl-(p-tolyl)methanone N1(CCNCC1)C(=O)C1=CC=C(C=C1)C